(S)-Methyl 1-benzyl-3,4-dimethyl-2-oxo-1,2,3,4-tetrahydroquinazoline-7-carboxylate C(C1=CC=CC=C1)N1C(N([C@H](C2=CC=C(C=C12)C(=O)OC)C)C)=O